1-amino-N-(2-dimethylaminoethyl)cyclohexyl-formamide dihydrochloride Cl.Cl.NC1(CCCCC1)N(C=O)CCN(C)C